4-[[4-tert-butoxy-2-[4-(5-chloro-2-propionyl-phenyl)-2-oxo-5-(trideuteromethoxy)-1-pyridinyl]butanoyl]amino]benzoic acid C(C)(C)(C)OCCC(C(=O)NC1=CC=C(C(=O)O)C=C1)N1C(C=C(C(=C1)OC([2H])([2H])[2H])C1=C(C=CC(=C1)Cl)C(CC)=O)=O